bicyclo[3.1.1]heptan-3-one C12CC(CC(C1)C2)=O